hexadecyl-rhodium C(CCCCCCCCCCCCCCC)[Rh]